2-(3-Chlorophenylamino)-4-trifluoromethylpyrimidin-5-carboxylic acid cyclopentylamide C1(CCCC1)NC(=O)C=1C(=NC(=NC1)NC1=CC(=CC=C1)Cl)C(F)(F)F